ClC1=CC=C(C=C1)C(C(=O)OC)NC1=CC(=CC(=C1)OC)OCCO methyl 2-(4-chlorophenyl)-2-((3-(2-hydroxyethoxy)-5-methoxyphenyl)-amino)acetate